3-(dicyclohexylphosphino)propane-1-sulfonic acid C1(CCCCC1)P(CCCS(=O)(=O)O)C1CCCCC1